2-[1-[[4-[[(2S)-2-[[(2S)-2-[3-(2,5-dioxopyrrol-1-yl)propanoylamino]-3-methyl-butanoyl]amino]propanoyl]amino]phenyl]methyl]pyrrolidin-1-ium-1-yl]acetic acid O=C1N(C(C=C1)=O)CCC(=O)N[C@H](C(=O)N[C@H](C(=O)NC1=CC=C(C=C1)C[N+]1(CCCC1)CC(=O)O)C)C(C)C